ribosyltyrosine C1([C@H](O)[C@H](O)[C@H](O1)CO)N[C@@H](CC1=CC=C(C=C1)O)C(=O)O